OC1=CC=C(C=C1)C1(CC(C2=CC=C(C=C12)O)(C)C)C 3-(4'-Hydroxyphenyl)-1,1,3-trimethyl-5-indanol